tert-Butyl 11-hydroxy-3-methyl-3,4,8,9,10,11-hexahydro-1H-pyrido[4',3':3,4]-pyrazolo[1,5-a]azepine-2(7H)-carboxylate OC1C=2N(CCCC1)N=C1C2CN(C(C1)C)C(=O)OC(C)(C)C